C1(=CC=CC=C1)C(OC1CCN(CC1)CCCC(=O)C1=CC=C(C=C1)C(C(=O)[O-])(C)C)C1=CC=CC=C1.[K+] potassium 2-(4-(4-(4-(diphenylmethoxy)piperidin-1-yl)butyryl)phenyl)-2-methylpropanoate